N-((3-phenyl-1H-pyrazol-4-yl)methyl)-4-propylbenzamide C1(=CC=CC=C1)C1=NNC=C1CNC(C1=CC=C(C=C1)CCC)=O